C(#N)C1=CC=2N(N=C1)C(=CC2)C2=CC(=C(C=N2)C2=NN=C(S2)N2CC1(C2)CCC(CC1)NC(C)=O)NC1(COC1)C N-(2-(5-(6-(3-cyanopyrrolo[1,2-b]pyridazin-7-yl)-4-((3-methyloxetan-3-yl)amino)pyridin-3-yl)-1,3,4-thiadiazol-2-yl)-2-azaspiro[3.5]nonan-7-yl)acetamide